(S)-2-cyclopropyl-4-((1-(quinolin-5-yl)pyrrolidin-3-yl)methoxy)pyrimidine-5-carbonitrile C1(CC1)C1=NC=C(C(=N1)OC[C@@H]1CN(CC1)C1=C2C=CC=NC2=CC=C1)C#N